tert-butyl 3-(2-(2-(2-bromoethoxy)ethoxy)ethoxy)propanoate BrCCOCCOCCOCCC(=O)OC(C)(C)C